ClC1=NSC(=C1Cl)C=1C(=C(C(=O)[O-])C=CC1C(C)(C)C)C (3,4-dichloroisothiazol-5-yl)-methyl-4-(tert-butyl)benzoate